CN1C(N(C2=C1C=C(C=C2)N2C[C@H](NCC2)C)N2C(CCCC2=O)=O)=O {3-methyl-5-[(3R)-3-methylpiperazin-1-yl]-2-oxo-1,3-benzodiazol-1-yl}piperidine-2,6-dione